2-(2-(1H-imidazol-1-yl)-4-(trifluoromethyl)phenyl)-4-methoxyquinoline-7-carboxylic acid N1(C=NC=C1)C1=C(C=CC(=C1)C(F)(F)F)C1=NC2=CC(=CC=C2C(=C1)OC)C(=O)O